ClC=1C(=C(C=CC1)C=1CCCC2=C(C1C1=CC=C(C=C1)CC1CN(C1)CCCF)C=CC=C2)OC 8-(3-Chloro-2-methoxyphenyl)-9-(4-((1-(3-fluoropropyl)azetidin-3-yl)methyl)phenyl)-6,7-dihydro-5H-benzo[7]annulen